3,5-dichlorobenzene isocyanate [N-]=C=O.ClC=1C=CC=C(C1)Cl